1,4,7-triazocine-1,4-diyl-diacetic acid N1(C=CN(C=CN=C1)CC(=O)O)CC(=O)O